9-octadecene-7,12-diol CCCCCCC(CC=CCC(CCCCCC)O)O